(2S)-2-[(tert-Butoxycarbonyl)amino]-3-{4-[(tert-Butoxycarbonyl)hydroxy]phenyl}-N-[2-(trifluoromethyl)benzyl]propanamide C(C)(C)(C)OC(=O)N[C@H](C(=O)NCC1=C(C=CC=C1)C(F)(F)F)CC1=CC=C(C=C1)OC(=O)OC(C)(C)C